FC1(CC12CC(C2)OC2=NN(C(C1=CC=C(C=C21)C2(CC2)F)=O)CC(=O)NC2=NC=C(C=N2)F)F 2-[4-(trans-2,2-difluorospiro[2.3]hexan-5-yl)oxy-6-(1-fluorocyclopropyl)-1-oxophthalazin-2-yl]-N-(5-fluoropyrimidin-2-yl)acetamide